4-isopropyl-4-methyl-5-oxo-2-imidazolin C(C)(C)C1(N=CNC1=O)C